(S)-N-(2-(4-benzylpiperidin-1-yl)propyl)-N-phenylpropionamide oxalate C(C(=O)O)(=O)O.C(C1=CC=CC=C1)C1CCN(CC1)[C@H](CN(C(CC)=O)C1=CC=CC=C1)C